C(C)(CC)C1=CC=C(C=C1)NC(=O)C1=CN(C=C1)S(=O)(=O)C1=CC=C(C=C1)C(C)(C)C N-(4-(sec-butyl)phenyl)-1-((4-(tert-butyl)phenyl)sulfonyl)-1H-pyrrole-3-carboxamide